C[C@]12CC(C[C@](CCC1)(N2)C)=CC2=CC=C(N=N2)C=2C(=CC(=NC2)N2C=NC=C2)O 5-(6-((E)-((1R,5S)-1,5-dimethyl-9-azabicyclo[3.3.1]nonan-3-ylidene)methyl)pyridazin-3-yl)-2-(1H-imidazol-1-yl)pyridin-4-ol